NC1CCN(CC1)C1=C(C=NC2=CC=C(C=C12)C=1C=NC=C(C1N)Cl)C1=CC(=CC(=C1)C)F 3-[4-(4-aminopiperidin-1-yl)-3-(3-fluoro-5-methylphenyl)quinolin-6-yl]-5-chloropyridin-4-amine